C(C)(C)(C)OC(C(CCCC(CO[Si](C)(C)C(C)(C)C)(C)C)(C)C=1C=C(C(=O)OC)C=CC1)=O methyl 3-(1-(tert-butoxy)-7-((tert-butyldimethylsilyl)oxy)-2,6,6-trimethyl-1-oxoheptan-2-yl)benzoate